2-((S)-4-(7-(3-chloro-2-(trifluoromethyl)phenyl)-8-fluoro-2-(((2R,7aS)-2-fluorotetrahydro-1H-pyrrolizin-7a(5H)-yl)methoxy)pyrido[4,3-d]pyrimidin-4-yl)piperazin-2-yl)acetonitrile ClC=1C(=C(C=CC1)C1=C(C=2N=C(N=C(C2C=N1)N1C[C@@H](NCC1)CC#N)OC[C@]12CCCN2C[C@@H](C1)F)F)C(F)(F)F